C(#N)C1=CC=C(C=N1)COC1=CC=C(C(=N1)C1=CC(=C(CC2=NC3=C(N2C[C@H]2OCC2)C=C(C=C3F)C(=O)OCC)C=C1F)F)F Ethyl (S)-2-(4-(6-((6-cyanopyridin-3-yl)methoxy)-3-fluoropyridin-2-yl)-2,5-difluorobenzyl)-4-fluoro-1-(oxetan-2-ylmethyl)-1H-benzo[d]imidazole-6-carboxylate